(1R,2S,3S,5S)-2-fluoro-3-((6-(2-(methoxymethoxy)-4-(1-methyl-1H-pyrazol-4-yl)phenyl)-1,2,4-triazin-3-yl)(methyl)amino)-9-azabicyclo[3.3.1]Nonane-9-carboxylic acid tert-butyl ester C(C)(C)(C)OC(=O)N1[C@H]2[C@H]([C@H](C[C@@H]1CCC2)N(C)C=2N=NC(=CN2)C2=C(C=C(C=C2)C=2C=NN(C2)C)OCOC)F